N12CCN(C(CC1)C2)C2=CC(=C(C=C2)NC2=NC=C(C(=N2)NCCCN2C(CCC2)=O)Cl)CC 1-(3-((2-((4-(1,4-diazabicyclo[3.2.1]oct-4-yl)-2-ethylphenyl)amino)-5-chloropyrimidin-4-yl)amino)propyl)pyrrolidin-2-one